3-((2-bromophenyl)thio)quinoxaline-2-carboxamide methyl-(((cis-3-(2-amino-6-methoxy-9H-purin-9-yl)cyclobutyl)methoxy)(4-bromophenoxy)phosphoryl)-L-alaninate CN([C@@H](C)C(=O)O)P(=O)(OC1=CC=C(C=C1)Br)OC[C@@H]1C[C@@H](C1)N1C2=NC(=NC(=C2N=C1)OC)N.BrC1=C(C=CC=C1)SC=1C(=NC2=CC=CC=C2N1)C(=O)N